O1CCC2=C1C=C(C=C2)CC(=O)O 2-(2,3-dihydrobenzofuran-6-yl)acetic acid